6-(4-bromo-2-chlorophenyl)-2-(methylthio)pyrido[2,3-d]pyrimidin-7(8H)-one BrC1=CC(=C(C=C1)C1=CC2=C(N=C(N=C2)SC)NC1=O)Cl